C(C)OCN(CCC[Si](OCC)(OCC)OCC)COCC {3-[di(ethoxymethyl)amino]propyl}triethoxysilane